4-hydroxy-3,5-di-tertiary butyl-phenylpropionic acid OC1=C(C=C(C=C1C(C)(C)C)C(C(=O)O)C)C(C)(C)C